FC1=CC=C(C=N1)C=1C(=C(C#N)C(=CC1)C1COC1)N1CCC(CC1)C1=NN=CN1C 3-(6-Fluoropyridin-3-yl)-2-(4-(4-methyl-4H-1,2,4-triazol-3-yl)piperidin-1-yl)-6-(oxetan-3-yl)benzonitrile